O1CCN(CC1)C=1C2=C(N=C(N1)N/N=C/C=1C=C(C=CC1)C)SC(=C2)C(=O)NC2COCC2 4-morpholino-2-[(2E)-2-(m-tolylmethylene)hydrazino]-N-tetrahydrofuran-3-yl-thieno[2,3-d]pyrimidine-6-carboxamide